4-(cyclopropylmethyl)-1-(6-fluoro-3-(4-(methylsulfonyl)piperazine-1-carbonyl)quinolin-4-yl)piperidine-4-carbonitrile C1(CC1)CC1(CCN(CC1)C1=C(C=NC2=CC=C(C=C12)F)C(=O)N1CCN(CC1)S(=O)(=O)C)C#N